N-(2,2-difluoroethyl)-4-[2-methyl-4-({(1R)-1-[2-methyl-3-(trifluoromethyl)phenyl]ethyl}amino)pyrido[3,4-d]pyrimidin-6-yl]-4-oxo-1,4lambda5-azaphosphinane-1-carboxamide FC(CNC(=O)N1CCP(CC1)(=O)C1=CC2=C(N=C(N=C2N[C@H](C)C2=C(C(=CC=C2)C(F)(F)F)C)C)C=N1)F